N1[C@@H](CCC1=O)C(=O)NCC(=O)O L-pyroglutamyl-glycine